O=C1N(CCC1N1CCC(CC1)C1=CC2=C(NC(O2)=O)C=C1)CC1=C(C(=C(C(=C1)F)F)F)F 6-(1-(2-oxo-1-(2,3,4,5-tetrafluorobenzyl)pyrrolidin-3-yl)piperidin-4-yl)benzo[d]oxazol-2(3H)-one